N[C@@H](CCC#C)C(=O)O l-Homopropargylglycine